(R)-N-(4-((2-((5-(tert-butyl)-1-(tetrahydrofuran-3-yl)-1H-pyrazol-3-yl)amino)-3-methyl-3H-imidazo[4,5-b]pyridin-5-yl)oxy)pyridin-2-yl)acetamide C(C)(C)(C)C1=CC(=NN1[C@H]1COCC1)NC1=NC=2C(=NC(=CC2)OC2=CC(=NC=C2)NC(C)=O)N1C